4-(piperidin-4-yl)butyric acid N1CCC(CC1)CCCC(=O)O